FC(C1=CC(=NC(=C1)C(F)(F)F)N1C(CC[C@H]1C(=O)N1CC=2N(CC1)C=CN2)=O)(F)F (S)-1-(4,6-bis(trifluoromethyl)pyridin-2-yl)-5-(5,6,7,8-tetrahydroimidazo[1,2-a]pyrazine-7-carbonyl)pyrrolidin-2-one